N-[2,5-difluoro-4-(trifluoromethyl)phenyl]-5-(5-methyl-2-thienyl)-1H-pyrrole-3-sulfonamide FC1=C(C=C(C(=C1)C(F)(F)F)F)NS(=O)(=O)C1=CNC(=C1)C=1SC(=CC1)C